6-chloro-3-((4-chloro-1H-indazol-5-yl)thio)pyrazin-2-amine ClC1=CN=C(C(=N1)N)SC=1C(=C2C=NNC2=CC1)Cl